FC(C)(F)C1=NC(=CC(=N1)NC1=C(C=NC(=C1)NC(C)=O)C1=NC=C(C=C1)C(C)(C)O)CC N-(4'-((2-(1,1-difluoroethyl)-6-ethylpyrimidin-4-yl)amino)-5-(2-hydroxypropan-2-yl)-[2,3'-bipyridin]-6'-yl)acetamide